8-(2-(tert-butyl)pyrimidin-5-yl)-6-imino-3-methyl-3,4-dihydro-2H,6H-pyrimido[2,1-b][1,3]thiazine-7-carbonitrile C(C)(C)(C)C1=NC=C(C=N1)C=1N=C2SCC(CN2C(C1C#N)=N)C